NC1CCC(CC1)NC1=NC=C(C=N1)/C=C/C1=CC=C(N=N1)NS(=O)(=O)C1=C(C=CC=C1)Cl N-(6-((E)-2-(2-(((1r,4r)-4-aminocyclohexyl)amino)pyrimidin-5-yl)vinyl)pyridazin-3-yl)-2-chlorobenzenesulfonamide